1,3-Diisopropylbenzimidazolium iodide [I-].C(C)(C)[N+]1=CN(C2=C1C=CC=C2)C(C)C